FC(C)(F)C=1C=C(C(=O)NCC2=NC=C3C=CC(=NC3=C2)C2=NC(=CC=C2)N2C[C@@H](O[C@@H](C2)C)C)C=CC1OCC 3-(1,1-difluoroethyl)-N-((2-(6-((cis)-2,6-dimethylmorpholino)pyridin-2-yl)-1,6-naphthyridin-7-yl)methyl)-4-ethoxybenzamide